C(CO)CSCCO The molecule is an aliphatic sulfide that is propan-1-ol substituted by a (2-hydroxyethyl)thio group at position 3. It has a role as a metabolite. It is an aliphatic sulfide and a diol.